2-bromo-N-(2,3-dihydrobenzo[b][1,4]dioxin-6-yl)-N-(3,4,5-trimethoxyphenyl)acetamide BrCC(=O)N(C1=CC(=C(C(=C1)OC)OC)OC)C1=CC2=C(OCCO2)C=C1